CC1(C(=C(C1)C1=C(C=CC=C1)NC(C)=O)C1=CC=C(C=C1)C(=O)OC)C N-(2-(3,3-dimethyl-2-(4-methoxycarbonylphenyl)cyclobut-1-en-1-yl)phenyl)acetamide